3-(4-(5-(difluoromethyl)-1,3,4-oxadiazol-2-yl)-2-fluorobenzyl)-1-(1-(oxetan-3-yl)piperidin-4-yl)-1,3-dihydro-2H-imidazo[4,5-b]pyridin-2-one FC(C1=NN=C(O1)C1=CC(=C(CN2C(N(C=3C2=NC=CC3)C3CCN(CC3)C3COC3)=O)C=C1)F)F